C(CCCCC(C)C)OC(CCC(=O)O)=O succinic acid mono-isooctyl ester